C(C)CC(C(=O)O)(NC(C)=O)CCCC.COP(=S)(SC(C(=O)OCC)C1=CC=CC=C1)OC Ethyl alpha-((dimethoxyphosphinothioyl)thio)benzeneacetate ETHYL-BUTYLACETYLAMINOPROPIONATE